6-{[(1R)-1-(4-Chlorophenyl)-1-[(1-cyanocyclopropyl)methoxy]-7-fluoro-5-[2-hydroxy-1-(4-methylpiperazin-1-yl)propan-2-yl]-3-oxo-2,3-dihydro-1H-isoindol-2-yl]methyl}pyridin-3-carbonitril ClC1=CC=C(C=C1)[C@@]1(N(C(C2=CC(=CC(=C12)F)C(CN1CCN(CC1)C)(C)O)=O)CC1=CC=C(C=N1)C#N)OCC1(CC1)C#N